N[C@@H](C(C)C)C(=O)NC(CC([2H])[2H])S(=O)(=O)O ((L-valinyl)amino)-3,3-dideutero-1-propanesulfonic acid